OCC1N(CCN(C1)C(=O)OCC1=CC=CC=C1)C(=O)OC(C)(C)C 4-Benzyl 1-tert-butyl 2-(hydroxymethyl)piperazine-1,4-dicarboxylate